CC(C(=O)O)(C)SC(=S)CCCCCCCCCCCC 2-methyl-2-[(dodecyl-thiocarbonyl)thio]propionic acid